4-chloro-6-methyl-5-nitropyridin-2(1H)-one ClC1=CC(NC(=C1[N+](=O)[O-])C)=O